ClC=1C=C(C=CC1)C1=NOC(=N1)[C@H](C)N (1S)-1-[3-(3-chlorophenyl)-1,2,4-oxadiazol-5-yl]Ethylamine